(2S,3R,4R)-2-cyclopropyl-3-methyl-4-((4-methylpyrimidin-2-yl)amino)-1-propionyl-1,2,3,4-tetrahydroquinoline-6-carboxamide C1(CC1)[C@@H]1N(C2=CC=C(C=C2[C@@H]([C@H]1C)NC1=NC=CC(=N1)C)C(=O)N)C(CC)=O